OC1=NC2=CC=CC=C2C1=O 2-hydroxy-indole-3-one